(2S,3'S)-1'-((2-bromophenyl)sulfonyl)-3'-hydroxy-4'-methyl-3-phenyl-5H-spiro[furan-2,2'-indoline]-5-one BrC1=C(C=CC=C1)S(=O)(=O)N1[C@]2([C@H](C3=C(C=CC=C13)C)O)OC(C=C2C2=CC=CC=C2)=O